C(=O)(C=C)N1CC(=CCC1)C1=NC=C(C=C1)C(C(=O)NC1=NC=C(C(=N1)OC)Cl)C 2-(1'-acryl-1',2',5',6'-tetrahydro-[2,3'-bipyridin]-5-yl)-N-(5-chloro-4-methoxypyrimidin-2-yl)-propionamide